(3S)-N-[3-(2-[[(2S)-1-hydroxypropan-2-yl]oxy]-6-(morpholin-4-yl)pyridin-4-yl)-4-methylphenyl]-3-(trifluoromethoxy)pyrrolidine-1-carboxamide OC[C@H](C)OC1=NC(=CC(=C1)C=1C=C(C=CC1C)NC(=O)N1C[C@H](CC1)OC(F)(F)F)N1CCOCC1